5-chloro-2-({[2-oxo-2-(piperidin-1-yl)ethyl]amino}methyl)-7,8-dihydro-6H-spiro[[1,3]oxazolo[5,4-f]quinazoline-9,1'-cyclohexane]-7-one ClC=1C=C2C(=C3C1NC(NC31CCCCC1)=O)OC(=N2)CNCC(N2CCCCC2)=O